[F-].C(CCCCCCCCC)[NH+]1CC(CCC1)CCC 1-decyl-3-propylpiperidinium fluoride